1-[(1-ethyl-1H-pyrazol-4-yl)methyl]-3-{2-fluoro-5-[(2R)-2-methylmorpholin-4-yl]-3-(trifluoromethyl)phenyl}-4-methyl-1,3-dihydro-2H-imidazol-2-one C(C)N1N=CC(=C1)CN1C(N(C(=C1)C)C1=C(C(=CC(=C1)N1C[C@H](OCC1)C)C(F)(F)F)F)=O